FC=1C(=NN(C1)C)I 4-fluoro-3-iodo-1-methyl-1H-pyrazole